(1-(3-bromo-2-fluorophenyl)-3-methyl-1H-1,2,4-triazol-5-yl)methane-d2-ol BrC=1C(=C(C=CC1)N1N=C(N=C1C(O)([2H])[2H])C)F